7-fluoro-8-[(3R)-1-prop-2-enoyl-3-piperidyl]-1,2,3,4-tetrahydrocyclopenta-[b]indole-5-carboxamide FC=1C(=C2C3=C(NC2=C(C1)C(=O)N)CCC3)[C@@H]3CN(CCC3)C(C=C)=O